BrC=1C2=C(N=C(N1)SC)CNCC2 4-bromo-2-(methylthio)-5,6,7,8-tetrahydropyrido[3,4-d]pyrimidine